tert-butyl (3-(6-benzyl-2-((3-chloro-1-methyl-1H-pyrazol-4-yl)amino)-7-oxopyrido[2,3-d]pyrimidin-8(7H)-yl)phenyl)carbamate C(C1=CC=CC=C1)C1=CC2=C(N=C(N=C2)NC=2C(=NN(C2)C)Cl)N(C1=O)C=1C=C(C=CC1)NC(OC(C)(C)C)=O